C(=O)C=1C=CC(=C(C(=O)NC2=CC=C(C=C2)S(=O)(=O)N2CCC(CC2)CC(C)C)C1)N(S(=O)(=O)C)C 5-Formyl-N-(4-((4-isobutylpiperidin-1-yl)sulfonyl)phenyl)-2-(N-methylmethylsulfonamido)benzamide